ClCC(=O)[C@@H]1N(CCCC1)C(=O)OC(C)(C)C |r| rac-tert-butyl 2-(2-chloroacetyl)piperidine-1-carboxylate